tert-butyl 4-(4-cyano-3-methoxy-phenyl)-4-hydroxy-piperidine-1-carboxylate C(#N)C1=C(C=C(C=C1)C1(CCN(CC1)C(=O)OC(C)(C)C)O)OC